(S)-4-(5-(3-((2-((S)-3-carboxybutanoyl)-7-chloro-6-methoxyisoindolin-5-yl)oxy)propoxy)-7-fluoro-6-methoxybenzo[b]thiophen-2-yl)-2-methyl-4-oxobutanoic acid C(=O)(O)[C@H](CC(=O)N1CC2=C(C(=C(C=C2C1)OCCCOC1=CC2=C(SC(=C2)C(C[C@@H](C(=O)O)C)=O)C(=C1OC)F)OC)Cl)C